C(CCCCCCCCCCC)S(CCCCCCCCCCCC)CCOC(C(C(=O)O)(CC1=CC(=C(C(=C1)C(C)(C)C)O)C(C)(C)C)CC1=CC(=C(C(=C1)C(C)(C)C)O)C(C)(C)C)=O.FC1=C(C(=CC=C1)F)C=1C(=C(N=NC1)C(=O)N)NC=1C=NN(C1)CCOC (2,6-difluorophenyl)-4-((1-(2-methoxyethyl)-1H-pyrazol-4-yl)amino)pyridazine-3-carboxamide Didodecylmercaptoethyl-2,2-bis(3,5-di-tert-butyl-4-hydroxybenzyl)malonat